1-cyclobutylformylpyrrolidin C1(CCC1)C(=O)N1CCCC1